5-(3-(3-Chloro-5-methoxyphenyl)-2-oxo-2H-[1,3'-bipyridin]-5-yl)pyrimidine-2,4(1H,3H)-dione ClC=1C=C(C=C(C1)OC)C=1C(N(C=C(C1)C=1C(NC(NC1)=O)=O)C=1C=NC=CC1)=O